(3S,4S)-4-hydroxy-3-((S)-5H-imidazo[5,1-a]isoindol-5-yl)thiochroman 1,1-dioxide O[C@H]1[C@@H](CS(C2=CC=CC=C12)(=O)=O)[C@@H]1N2C(C3=CC=CC=C13)=CN=C2